CN(C1=C2NC=NC2=NC=N1)C N6,N6-dimethyl-adenine